ClC=1C=C(CNC2=NC=NC3=CC(=C(C=C23)OC2CCN(CC2)C(C=C)=O)OC)C=CC1 1-(4-((4-((3-chlorobenzyl)amino)-7-methoxyquinazolin-6-yl)oxy)piperidin-1-yl)prop-2-en-1-one